3-(N-(4-chloro-5-cyano-2-(2,2-dimethylcyclobutoxy)phenyl)-sulfamoyl)-4-cyclopropylbenzoic acid ClC1=CC(=C(C=C1C#N)NS(=O)(=O)C=1C=C(C(=O)O)C=CC1C1CC1)OC1C(CC1)(C)C